2-[1-(ethoxyimino)butyl]-5-[2-(ethylthio)propyl]-3-hydroxycyclohexa-2-enone C(C)ON=C(CCC)C=1C(CC(CC1O)CC(C)SCC)=O